[Br-].C(CCCCC)[N+]1=CC=C(C=C1)\C=N\N(CCCN)C1=CC=CC=C1 N'-[(E)-(1-hexylpyridin-1-ium-4-yl)methyleneamino]-N'-phenylpropane-1,3-diamine bromide